NC1=NC(=C(C=2N1C(N(N2)CCC2=CC=CC=C2)=O)C2=CC(=NC(=C2)C)Cl)C2=CC=CC=C2 5-amino-8-(2-chloro-6-methylpyridin-4-yl)-2-phenethyl-7-phenyl-[1,2,4]triazolo[4,3-C]pyrimidin-3(2H)-one